OCCCC(=O)N(C)CCO 4-hydroxy-N-(2-hydroxyethyl)-N-methylbutyramide